3-[(3-Fluorophenyl)sulfanyl]-N-hydroxypyridazine-4-carboxamide FC=1C=C(C=CC1)SC=1N=NC=CC1C(=O)NO